N-(6-(4-cyclopentyl-4H-1,2,4-triazol-3-yl)pyridin-2-yl)-7-fluoro-4H-benzo[b]imidazo[1,5-d][1,4]oxazine-8-carboxamide C1(CCCC1)N1C(=NN=C1)C1=CC=CC(=N1)NC(=O)C1=CC2=C(OCC=3N2C=NC3)C=C1F